ClC=1C(=C2C=NNC2=C(C1F)CC(=O)N(C)C)C=1N=CC=2N(C1)C=C(N2)NC(=O)[C@H]2[C@H](C2)F (1S,2S)-N-(6-(5-chloro-7-(2-(dimethylamino)-2-oxoethyl)-6-fluoro-1H-indazol-4-yl)imidazo[1,2-a]pyrazin-2-yl)-2-fluorocyclopropane-1-carboxamide